ClC1=CC=C(C=C1)/C=C(/C(=O)C1=CC=CC=C1)\C (E)-3-(4-chlorophenyl)-2-methyl-1-phenylprop-2-en-1-one